8-fluoro-1,3,4,5-tetrahydro-2-[4-[(methylamino)methyl]phenyl]-6H-pyrrolo[4,3,2-ef][2]benzazepine-6-One FC1=CC2=C3C(CCNC2=O)=C(NC3=C1)C1=CC=C(C=C1)CNC